C1=CC(=C2N1C1=CC=CC=C1C=C2)C(=O)[O-] pyrrolo[1,2-a]quinoline-3-carboxylate